12-(3-(1H-benzo[d]imidazol-6-yl)ureido)dodecanoic acid N1C=NC2=C1C=C(C=C2)NC(NCCCCCCCCCCCC(=O)O)=O